butyl 2-(5-((3-(4-methoxyphenyl)propyl)amino)-6-oxo-2-phenylpyrimidin-1(6H)-yl)acetate COC1=CC=C(C=C1)CCCNC1=CN=C(N(C1=O)CC(=O)OCCCC)C1=CC=CC=C1